BrC=1C=C2C(N3C(=NC2=CC1)C(C1=CC(=CC=C13)Br)=O)=O 2,8-dibromo-indolo[2,1-b]Quinazoline-6,12-dione